5-vinyl-1,3-oxathiolan-2-one C(=C)C1CSC(O1)=O